C1=CC(=CC(=C1)[O-])C(=O)O The molecule is a monohydroxybenzoate that is the conjugate base of 3-hydroxybenzoic acid. It has a role as a bacterial metabolite and a plant metabolite. It derives from a benzoate. It is a conjugate base of a 3-hydroxybenzoic acid.